((3R*,4R*)-6,7-difluoro-3-methylchroman-4-yl)methanesulfonamide FC=1C=C2[C@@H]([C@H](COC2=CC1F)C)CS(=O)(=O)N |o1:4,5|